CC(CNCC1(CCC2(OCCO2)CC1)C)(C)N 2-methyl-N1-((8-methyl-1,4-dioxaspiro[4.5]decan-8-yl)methyl)propane-1,2-diamine